(S)-N-(3-chloro-4-fluorophenyl)-N-methyl-8-(6-methyl-4-trifluoromethylpyridin-2-yl)-3,4,7,8-tetrahydro-6H-imidazo[2,1-c][1,2,4]Oxadiazine-7-carboxamide ClC=1C=C(C=CC1F)N(C(=O)[C@H]1N(C2=NOCCN2C1)C1=NC(=CC(=C1)C(F)(F)F)C)C